(3S,4R)-4-{[5-fluoro-7-(1,1,1-trifluoropropan-2-yl)pyrrolo[2,1-f][1,2,4]triazin-2-yl]amino}oxan-3-yl acetate C(C)(=O)O[C@@H]1COCC[C@H]1NC1=NN2C(C=N1)=C(C=C2C(C(F)(F)F)C)F